3-[2-chloro-5-[5-chloro-3-(trifluoromethyl)-2-pyridinyl]-4-fluoro-phenyl]-5-methyl-4H-isoxazole-5-carboxylic acid ethyl ester C(C)OC(=O)C1(CC(=NO1)C1=C(C=C(C(=C1)C1=NC=C(C=C1C(F)(F)F)Cl)F)Cl)C